CN(CCC1=CN(C2=CC=C(C=C12)OC)C(CN(C([C@H](CC1=CC=CC=C1)NC(OC(C)(C)C)=O)=O)C)=O)C (S)-tert-butyl (1-((2-(3-(2-(dimethylamino)ethyl)-5-methoxy-1H-indol-1-yl)-2-oxoethyl)(methyl)amino)-1-oxo-3-phenylpropan-2-yl)carbamate